C1(=CC=CC=C1)C#CC=1C=C2C(C(=O)OC2=O)=CC1 4-phenylethynyl-phthalic acid, anhydride